5-(3,4-Dimethoxybenzenesulfonyl)-N-[(4-methoxyphenyl)methyl]-1H,2H,3H,4H,5H,6H-pyrrolo[3,4-c]pyrrole-2-carboxamide COC=1C=C(C=CC1OC)S(=O)(=O)N1CC2=C(C1)CN(C2)C(=O)NCC2=CC=C(C=C2)OC